C1CN(CCN(CCN(CCN1CC(=O)O)CC(=O)[O-])CC(=O)[O-])CC(=O)[O-].[Gd+3] The molecule is a gadolinium coordination entity consisting of DOTA in which the four amino groups are bound to a central gadolinium atom. It is used (as its meglumine salt) in magnetic resonance imaging (MRI) in brain (intracranial), spine and associated tissues of patients ages 2 years and older, to detect and visualise areas with disruption of the blood brain barrier and/or abnormal vascularity of the central nervous system. It has a role as a MRI contrast agent. It is a conjugate acid of a gadoterate.